ACRYLOYL CHLORIDE C(C=C)(=O)Cl